C(C)(C)C1CCC(CC1)N1CCC(CC1)N1C(=CC2=CC=CC=C12)CNC(OCC1=CC=CC=C1)=O Benzyl ((1-(1-((1s,4s)-4-isopropylcyclohexyl)piperidin-4-yl)-1H-indol-2-yl)methyl)carbamate